2-(7-(4-iodophenyl)-9-(pyridin-2-yl)-5,6-dihydrobenzo[h]quinolin-2-yl)phenol IC1=CC=C(C=C1)C1=CC(=CC2=C1CCC=1C=CC(=NC21)C2=C(C=CC=C2)O)C2=NC=CC=C2